2-((4-(2-(3,4-dimethoxyphenyl)-3-isopropyl-1H-indol-5-yl)piperidin-1-yl)methyl)thiazole COC=1C=C(C=CC1OC)C=1NC2=CC=C(C=C2C1C(C)C)C1CCN(CC1)CC=1SC=CN1